tert-butyl (3R)-3-[[(E)-4-cyclopentylbut-2-enoyl]amino]-4-[2-(4-hydroxyphenyl)ethylamino]-4-oxo-butanoate C1(CCCC1)C/C=C/C(=O)N[C@H](CC(=O)OC(C)(C)C)C(=O)NCCC1=CC=C(C=C1)O